(3R,4S)-4-HYDROXY-N,N-BIS(4-METHOXYBENZYL)HEPT-6-ENE-3-SULFONAMIDE O[C@H]([C@@H](CC)S(=O)(=O)N(CC1=CC=C(C=C1)OC)CC1=CC=C(C=C1)OC)CC=C